methyl 3-bromo-4-(1-methoxy-1-oxopropan-2-yl)amino-5-nitrobenzoate BrC=1C=C(C(=O)OC)C=C(C1NC(C(=O)OC)C)[N+](=O)[O-]